ClC=1C(=C(C=CC1F)N(C(=O)[C@H]1N(C(NC1)=O)C1=CC(=C2C(=N1)C=CS2)C(F)(F)F)C)F (S)-N-(3-chloro-2,4-difluorophenyl)-N-methyl-2-oxo-3-(7-(trifluoromethyl)thieno[3,2-b]pyridin-5-yl)imidazoline-4-carboxamide